N-(5-(cyclopropylmethoxy)pyridin-2-yl)-2-(3-fluoropiperidin-1-yl)propanamide C1(CC1)COC=1C=CC(=NC1)NC(C(C)N1CC(CCC1)F)=O